FC1(CCN(CC1)C(=O)C=1C=C2C=CC=C(C2=CC1)C1=CC(=C(C(=O)N)C(=C1)OC)F)F 4-[6-(4,4-difluoropiperidine-1-carbonyl)-1-naphthyl]-2-fluoro-6-methoxy-benzamide